(S)-N-Methyl-N-(3-methyl-1-(pyrrolidin-1-yl)butan-2-yl)-3-(tri-fluoromethyl)benzamide CN(C(C1=CC(=CC=C1)C(F)(F)F)=O)[C@H](CN1CCCC1)C(C)C